4-xylylenediamine bromide [Br-].C1(=CC=C(C=C1)CN)CN